C(C1=CC=CC=C1)(=O)N=C=O benzoyl Isocyanate